CC1(OC2=C(OC1)C=CC(=C2)C(C)N2C[C@@H](N(C[C@H]2C)C=2C=1N=C(N(C1N(C(N2)=O)C)C)CC#N)COC)C 2-(6-((2R,5R)-4-(1-(3,3-dimethyl-2,3-dihydrobenzo[b][1,4]dioxin-6-yl)ethyl)-2-(methoxymethyl)-5-methylpiperazin-1-yl)-3,9-dimethyl-2-oxo-3,9-dihydro-2H-purin-8-yl)acetonitrile